FC=1C=C(C=CC1OC)C1=NOC(=C1)NC1=NC(=NC=C1)N1CCC(CC1)C(F)(F)F 3-(3-fluoro-4-methoxyphenyl)-N-(2-(4-(trifluoromethyl)piperidin-1-yl)pyrimidin-4-yl)isoxazol-5-amine